CSCCN 2-(methylthio)ethylamine